methyl 2-{4-[(3S)-3-{[(1R)-1-(naphthalen-1-yl) ethyl] amino} tetrahydro-1H-pyrrol-1-yl] phenyl}-2-methylpropionate C1(=CC=CC2=CC=CC=C12)[C@@H](C)N[C@@H]1CN(CC1)C1=CC=C(C=C1)C(C(=O)OC)(C)C